4-{(E)-(4-sulfonatophenyl)diazenyl}-1H-pyrazole S(=O)(=O)([O-])C1=CC=C(C=C1)/N=N/C=1C=NNC1